OCC=1C=CC(=NC1)C1(CCC1)O (5-(hydroxymethyl)pyridin-2-yl)cyclobutan-1-ol